(2S)-4-[3-[1-(2,6-dioxo-3-piperidyl)-3-methyl-2-oxo-benzimidazol-5-yl]propyl]-N-methylsulfonyl-piperazine-2-carboxamide O=C1NC(CCC1N1C(N(C2=C1C=CC(=C2)CCCN2C[C@H](NCC2)C(=O)NS(=O)(=O)C)C)=O)=O